4-(5-Benzyl-3-cyano-2-hydroxy-phenyl)-4-oxo-butyric acid C(C1=CC=CC=C1)C=1C=C(C(=C(C1)C(CCC(=O)O)=O)O)C#N